COC(CC1=CC=C(C=C1)C(C)(C)C)=O 4-Tert-Butylphenylacetic acid methyl ester